The molecule is a linear amino pentasaccharide consisting of beta-D-galactose, N-acetyl-beta-D-galactosamine, alpha-D-galactose, betaD-galactose and N-acetyl-beta-D-glucosamine units connected via sequential (1->3), (1->3), (1->4) and (1->4) linkages. It is an amino pentasaccharide, a glucosamine oligosaccharide and a galactosamine oligosaccharide. CC(=O)N[C@@H]1[C@H]([C@@H]([C@H](O[C@H]1O)CO)O[C@H]2[C@@H]([C@H]([C@H]([C@H](O2)CO)O[C@@H]3[C@@H]([C@H]([C@H]([C@H](O3)CO)O)O[C@H]4[C@@H]([C@H]([C@H]([C@H](O4)CO)O)O[C@@H]5[C@@H]([C@H]([C@H]([C@H](O5)CO)O)O)NC(=O)C)NC(=O)C)O)O)O)O